6-bromo-N-(2-bromophenyl)-1H-indole-2-carboxamide BrC1=CC=C2C=C(NC2=C1)C(=O)NC1=C(C=CC=C1)Br